1-methyl-2-oxo-1,2-dihydropyridine-4-carboxylic anhydride CN1C(C=C(C=C1)C(=O)OC(=O)C1=CC(N(C=C1)C)=O)=O